tetrahexyl-phosphorus hydroxide C(CCCCC)P(CCCCCC)(CCCCCC)(CCCCCC)O